BrC1=C(C=C(C=C1)F)N(C(CC)=O)C(C)C N-(2-Bromo-5-fluorophenyl)-N-(isopropyl)propionamide